2,5,7-trichloro-8-fluoro-pyrido[4,3-d]pyrimidin-4-ol ClC=1N=C(C2=C(N1)C(=C(N=C2Cl)Cl)F)O